C1(=CC=CC=C1)C1=NC(=CC(=C1)C1=CC=C(C=C1)C1=CC(=NC=C1)N1C2=CC=C(C=C2C=2C=C(C=CC12)N1C2=CC=CC=C2C=2C=CC=CC12)N1C2=CC=CC=C2C=2C=CC=CC12)C1=CC=CC=C1 9'-(4-(4-(2,6-diphenylpyridin-4-yl)phenyl)pyridin-2-yl)-9'H-9,3':6',9''-tercarbazole